(1R,5S)-1-((4-propylphenyl)sulfonyl)-3-oxabicyclo[3.1.0]hexan-2-one C(CC)C1=CC=C(C=C1)S(=O)(=O)[C@]12C(OC[C@@H]2C1)=O